C(#N)C1(CC(C1)C(=O)OC)NCC1=CC=C(C=C1)OC methyl 3-cyano-3-((4-methoxybenzyl)amino)cyclobutane-1-carboxylate